4-(Tert-butyl)-N-(3-((methylamino)methyl)cyclobutyl)aniline C(C)(C)(C)C1=CC=C(NC2CC(C2)CNC)C=C1